5-amino-8-(2,6-dimethyl-4-pyridinyl)-7-phenyl-2-[[(2S)-tetrahydrofuran-2-yl]methyl]-[1,2,4]triazolo[4,3-c]pyrimidin-3-one NC1=NC(=C(C=2N1C(N(N2)C[C@H]2OCCC2)=O)C2=CC(=NC(=C2)C)C)C2=CC=CC=C2